Cl.Cl.COC1=NC(=CC=C1NC(=O)C=1C(=NOC1C)C1=CC=CC=C1)C1=NN=C2N1CCNC2 N-(2-methoxy-6-(5,6,7,8-tetrahydro-[1,2,4]triazolo[4,3-a]pyrazin-3-yl)pyridin-3-yl)-5-methyl-3-phenylisoxazole-4-carboxamide dihydrochloride